C(CCCCC)SC=1N=NN(N1)CC1=CC=C(C=C1)C=C 5-hexylthio-2-(4-vinylbenzyl)-2H-tetrazole